OC(C(=O)O)CCNCC1=CC=C(C=C1)OC 2-hydroxy-4-((4-methoxybenzyl)amino)butyric acid